1-[5-[[Tert-butyl(diphenyl)silyl]oxymethyl]-1-methyl-pyrazol-3-yl]-N-methyl-methanamine [Si](C1=CC=CC=C1)(C1=CC=CC=C1)(C(C)(C)C)OCC1=CC(=NN1C)CNC